1-tetrahydropyran-2-ylpyrazolo[3,4-d]pyrimidine-6-carbonitrile O1C(CCCC1)N1N=CC=2C1=NC(=NC2)C#N